1-(2-((2-((3-chloro-2-fluorobenzyl)amino)-2-oxoethyl)(isopropyl)amino)-2-oxoethyl)-5-(3,3-difluoropiperidine-1-carbonyl)-1H-indazole ClC=1C(=C(CNC(CN(C(CN2N=CC3=CC(=CC=C23)C(=O)N2CC(CCC2)(F)F)=O)C(C)C)=O)C=CC1)F